C(CCC)O[13CH2]\C=C\COCCCC (E)-1,4-dibutoxybut-2-ene-13C